1,1,1,2-Tetrafluoro-2-chloropropan FC(C(C)(Cl)F)(F)F